C(CCC(=O)O)(=O)O.NC1=C(N=CC(=N1)N1CCC2([C@@H]([C@@H](OC2)C)N)CC1)SC1=C(C(=NC=C1)N)Cl (3s,4s)-8-(6-amino-5-((2-amino-3-chloropyridin-4-yl)thio)pyrazin-2-yl)-3-methyl-2-oxa-8-azaspiro[4.5]decan-4-amine succinate